N-methoxy-N-methylpyridine-2-carboxamide CON(C(=O)C1=NC=CC=C1)C